(4-(naphthalen-1-yloxy)butanoyl)glycine C1(=CC=CC2=CC=CC=C12)OCCCC(=O)NCC(=O)O